BrC=1C(NC2=CC=CC=C2C1)=O 3-bromoquinolin-2(1H)-one